(6aR)-4-iodo-8-((methoxymethoxy)methyl)-6a,7,8,9-tetrahydro-6H-pyrido[3,2-b]pyrrolo[1,2-d][1,4]oxazine IC1=CC=NC2=C1OC[C@@H]1N2CC(C1)COCOC